2-mercapto-4-ethyl-4-butyrolactone SC1C(=O)OC(C1)CC